(2'S,7R)-2-chloro-2'-methyl-1'-[[1-(2-methylsulfonylethyl)pyrazol-4-yl]methyl]spiro[4,5-dihydrothieno[2,3-c]pyran-7,4'-piperidine] ClC1=CC2=C(S1)[C@@]1(C[C@@H](N(CC1)CC=1C=NN(C1)CCS(=O)(=O)C)C)OCC2